2-(1-ethoxycarbonylcyclopropyl)sulfanylacetic acid C(C)OC(=O)C1(CC1)SCC(=O)O